C(SCC1=CC=C(C=C1)OC)([S-])=S.[Na+] Sodium p-Methoxybenzyl Trithiocarbonate